N-(4-((3S,5R)-3-amino-5-methylpiperidin-1-yl)pyridin-3-yl)-2,2',6,6'-tetrafluoro-4'-(((S)-tetrahydrofuran-3-yl)oxy)-[1,1'-biphenyl]-3-carboxamide dihydrochloride Cl.Cl.N[C@@H]1CN(C[C@@H](C1)C)C1=C(C=NC=C1)NC(=O)C=1C(=C(C(=CC1)F)C1=C(C=C(C=C1F)O[C@@H]1COCC1)F)F